(S)-3-(1-Acetyl-2-methyl-1,2,3,4-tetrahydroquinolin-6-yl)benzoic acid C(C)(=O)N1[C@H](CCC2=CC(=CC=C12)C=1C=C(C(=O)O)C=CC1)C